N(N)C(=O)C1=CC=C(CN(S(=O)(=O)CCCN2C[C@H](N([C@H](C2)C)C)C)C2=CC=CC=C2)C=C1 N-(4-(hydrazinecarbonyl)benzyl)-N-phenyl-3-((3R,5S)-3,4,5-trimethylpiperazin-1-yl)propane-1-sulfonamide